1-chloro-2-butanone ClCC(CC)=O